17-amino-13-methoxy-6,15-bis(trifluoromethyl)-19-oxa-3,4,18-triazatricyclo[12.3.1.12,5]nonadeca-1(18),2,4,14,16-pentaen-6-ol NC1=CC(=C2C(CCCCCCC(C3=NN=C(C1=N2)O3)(O)C(F)(F)F)OC)C(F)(F)F